BrC=1N=C2C(=C(C(N(C2=CC1)CC1CC1)=O)C#N)N1CCN(CC1)C(C1=C(C=CC=C1)OC)C1=CC=C(C=C1)F 6-bromo-1-(cyclopropylmethyl)-4-(4-((4-fluorophenyl)(2-methoxyphenyl)methyl)piperazin-1-yl)-2-oxo-1,2-dihydro-1,5-naphthyridine-3-carbonitrile